Methyl 2-(2-(2-aminoethoxy)ethoxy)acetate, trifluoroacetic acid salt FC(C(=O)O)(F)F.NCCOCCOCC(=O)OC